NC=1C=C2CN(C(C2=CC1Cl)=O)CC1OCC(CO1)NC(OC(C)(C)C)=O tert-butyl ((2r,5r)-2-((5-amino-6-chloro-1-oxoisoindolin-2-yl)methyl)-1,3-dioxan-5-yl)carbamate